(2s,3s)-3-((5-bromo-2-chloropyrimidin-4-yl)amino)bicyclo[2.2.2]octane-2-carboxylic acid ethyl ester C(C)OC(=O)[C@H]1C2CCC([C@@H]1NC1=NC(=NC=C1Br)Cl)CC2